C(C)(C)(C)OC(=O)N1C[C@H]2N(C3=C(OC2)C=C(C(=C3)Br)[N+](=O)[O-])CC1 |r| (+-)-9-bromo-8-nitro-1,2,4a,5-tetrahydrobenzo[b]pyrazino[1,2-d][1,4]oxazine-3(4H)-carboxylic acid tert-butyl ester